O=C1NC(CCC1N1C(C2=CC=C(C=C2C1=O)OCCOCCOCC1CCC(CC1)N1C(=NC2=C1C=CC(=C2)F)NC(C2=CC(=CC=C2)C(F)(F)F)=O)=O)=O N-(1-((1s,4s)-4-((2-(2-((2-(2,6-dioxopiperidin-3-yl)-1,3-dioxoisoindolin-5-yl)oxy)ethoxy)ethoxy)methyl)cyclohexyl)-5-fluoro-1H-benzo[d]imidazol-2-yl)-3-(trifluoromethyl)benzamide